C(C1=CC=CC=C1)C=1NC(=NN1)C(=O)N[C@H]1[C@@H]2[C@H](C3=C(NC1=O)N=CC=C3)C2 5-benzyl-N-((1aS,2S,8bR)-3-oxo-1,1a,2,3,4,8b-hexahydrocyclopropa[d]pyrido[2,3-b]azepin-2-yl)-4H-1,2,4-triazole-3-carboxamide